ethyl 5-amino-7-(2-(4-(4-(2-(tert-butoxy)-2-oxoethoxy) phenyl) piperazin-1-yl) ethyl)-9-chloro-2-(pyridin-2-yl)-7H-pyrrolo[3,2-e][1,2,4]triazolo[1,5-c]pyrimidine-8-carboxylate NC1=NC2=C(C=3N1N=C(N3)C3=NC=CC=C3)C(=C(N2CCN2CCN(CC2)C2=CC=C(C=C2)OCC(=O)OC(C)(C)C)C(=O)OCC)Cl